tert-butyl (3S)-3-[3-(hydroxymethyl)pyrazol-1-yl]piperidine-1-carboxylate OCC1=NN(C=C1)[C@@H]1CN(CCC1)C(=O)OC(C)(C)C